diamyl-tellurium C(CCCC)[Te]CCCCC